C(C=CCCCCCCCC)(=O)NCC(=O)O undecenoyl-glycine